tert-butyl (6-chloro-2-(2,2,2-trifluoro-1-hydroxyethyl)pyridin-3-yl)carbamate ClC1=CC=C(C(=N1)C(C(F)(F)F)O)NC(OC(C)(C)C)=O